(2-fluoroethyl)(2,2,2-trifluoroethyl)ether FCCOCC(F)(F)F